C(C1=CC=CC=C1)OC1=NC(=CC=C1C=1C=C(C=CC1)N1CC(CC1)O)OCC1=CC=CC=C1 1-(3-(2,6-bis(benzyloxy)pyridin-3-yl)phenyl)pyrrolidin-3-ol